4-((2R,4s,6S)-2-cyano-7-((5-methoxy-7-methyl-1H-indol-4-yl)methyl)-7-azaspiro[3.5]nonan-6-yl)benzoic acid C(#N)C1CC2(C1)C[C@H](N(CC2)CC2=C1C=CNC1=C(C=C2OC)C)C2=CC=C(C(=O)O)C=C2